FC(C(CC(CO)O)C(F)(F)F)(F)F 2-trifluoromethyl-3,3,3-trifluoropropyl-ethylene glycol